1,1,1,3,3,3-Hexafluoropropan-2-yl 4-methyl-4-(7-(oxetan-3-yl)-5,6,7,8-tetrahydroimidazo[1,2-a]pyrazine-2-carboxamido)piperidine-1-carboxylate CC1(CCN(CC1)C(=O)OC(C(F)(F)F)C(F)(F)F)NC(=O)C=1N=C2N(CCN(C2)C2COC2)C1